(1R,2R)-N,N'-di-p-toluenesulfonyl-1,2-diphenylethylenediamine CC1=CC=C(C=C1)S(=O)(=O)N[C@@H]([C@H](NS(=O)(=O)C1=CC=C(C)C=C1)C1=CC=CC=C1)C1=CC=CC=C1